3-(trihydroxysilyl)propylmethylphosphonic acid monosodium salt [Na+].O[Si](CCCCP([O-])(O)=O)(O)O